(ethylenebis-p-phenylene)bismaleimide C(CC1=CC=C(C=C1)C=1C(=O)NC(C1)=O)C1=CC=C(C=C1)C=1C(=O)NC(C1)=O